C1(CC2C(CC1)O2)COC(=O)CC2CC1C(CC2)O1 4-Epoxycyclohexylmethylcarboxylic acid 3,4-epoxycyclohexylmethyl ester